C1(OCCO1)=O.[Tl] thallium (ethylene) carbonate